C1(=C(C(=CC2=CC=CC=C12)S(=O)(=O)[O-])S(=O)(=O)[O-])S(=O)(=O)[O-].[Na+].[Na+].[Na+] Trisodium naphthalenetrisulfonate